[NH3+][C@H](C(=O)[O-])C (S)-2-ammoniopropanoate